C/C(/C(=O)O)=C\C.COC(\C=C\C)=O.CC1(OB(OC1(C)C)C1=C(C(=C(C(=C1[2H])[2H])NC1=C(C(=C(C(=C1[2H])[2H])C1=C(C(=C(C(=C1[2H])[2H])[2H])[2H])[2H])[2H])[2H])[2H])[2H])C N-(4-(4,4,5,5-tetramethyl-1,3,2-dioxaborolan-2-yl)phenyl-2,3,5,6-d4)-[1,1'-biphenyl]-4-amine-d9 methyl-crotonate (methyl-(E)-but-2-enoate)